(R)-2-((1-(2-cyano-3-(4-(2-cyanophenyl)piperazin-1-yl)-7-methylquinoxalin-5-yl)ethyl)amino)benzoic acid C(#N)C1=NC2=CC(=CC(=C2N=C1N1CCN(CC1)C1=C(C=CC=C1)C#N)[C@@H](C)NC1=C(C(=O)O)C=CC=C1)C